methylcyclopentadienylmolybdenum C[Mo]C1C=CC=C1